O1C(OC2=CC(CC=C)=CC=C12)CCO safrole-ethanol